3-(2,7-dichloro-8-fluoropyrido[4,3-d]pyrimidin-4-yl)-3,9-diazabicyclo[3.3.1]nonane-9-carboxylic acid tert-butyl ester C(C)(C)(C)OC(=O)N1C2CN(CC1CCC2)C=2C1=C(N=C(N2)Cl)C(=C(N=C1)Cl)F